Trans-2-(2-(2-methylpyrimidin-4-yl)-1,3-dithian-2-yl)-3-phenyl-4-(p-tolyl)cyclobut-2-ene-1-carboxylic acid methyl ester COC(=O)[C@@H]1C(=C([C@H]1C1=CC=C(C=C1)C)C1=CC=CC=C1)C1(SCCCS1)C1=NC(=NC=C1)C